Pyrene-2,7-diboronic acid C1=C(C=C2C=CC3=CC(=CC4=CC=C1C2=C34)B(O)O)B(O)O